{1-[4-(4-cyclopropylmethoxy-5-fluoro-pyrimidin-2-yl)-2,6-difluoro-phenyl]-pyrrolidin-3-yl}-acetic acid C1(CC1)COC1=NC(=NC=C1F)C1=CC(=C(C(=C1)F)N1CC(CC1)CC(=O)O)F